C(C)(=O)OC(C)(C)C1=CC(=C(C=C1)OC1=C(C=C(C=C1C)F)C)C=1C2=C(C(N(C1)C)=O)C=C(O2)C2=CN=C(N2)CC 2-(3-(2-(2-Ethyl-1H-imidazol-5-yl)-5-methyl-4-oxo-4,5-dihydrofuro[3,2-c]pyridine-7-yl)-4-(4-fluoro-2,6-dimethylphenoxy)phenyl)propan-2-yl acetate